3,4-Difluoro-2-(2-fluoro-4-iodoanilino)-5-[[2-fluoro-3-[[1-(methoxymethyl)cyclopropyl]sulfonylamino]phenyl]methyl]-N-methoxybenzamide FC=1C(=C(C(=O)NOC)C=C(C1F)CC1=C(C(=CC=C1)NS(=O)(=O)C1(CC1)COC)F)NC1=C(C=C(C=C1)I)F